P(=O)(OCC(F)(F)F)(OCC(F)(F)F)OCC(F)(F)F tri(trifluoroethyl) phosphate